NCC1(CCN(CC1)C1=CN=C2C(=N1)NN=C2C2=C(C(=NC=C2)N)Cl)C 4-(6-(4-(Aminomethyl)-4-methylpiperidin-1-yl)-1H-pyrazolo[3,4-b]pyrazin-3-yl)-3-chloropyridin-2-amine